[C-]#N.C(CCCCCC)[N+]1=CC=C(C=C1)CCCC 1-heptyl-4-butylpyridinium cyanid